CC1(COC1)CO[Si](C)(C)C 3-methyl-3-[[(trimethylsilyl)oxy]methyl]oxetane